C(C1=CC=CC=C1)(=O)NC1=CC=C(C=C1)CCC(=O)N 3-[(4-benzamido)phenyl]propanamide